Dimethyl (butylsulfonyl)-L-aspartate C(CCC)S(=O)(=O)N[C@@H](CC(=O)OC)C(=O)OC